C(C1=CC=CC=C1)N[C@H]1[C@H]2[C@@]34[C@@H](CN([C@@H]([C@H]3CC1)CC1=CC=C(C(=C14)O2)OCC2=CC=CC=C2)CC2CC2)F (1S,4R,4aS,7R,7aR,12bR)-7-(benzylamino)-9-(benzyloxy)-3-(cyclopropylmethyl)-1-fluoro-1,2,3,4,5,6,7,7a-octahydro-4aH-4,12-methanobenzofuro[3,2-e]isoquinolin